BrC=1C(=CC2=C(NC(C(CS2)(CCC)CC)=O)C1)OC 7-bromo-3-ethyl-8-methoxy-3-propyl-2,3-dihydro-1,5-benzothiazepine-4(5H)-one